4-(1-(2-fluoro-4-nitrophenyl)-1H-pyrazol-4-yl)-2-(4-fluoropiperidin-1-yl)-6-methylpyrimidine FC1=C(C=CC(=C1)[N+](=O)[O-])N1N=CC(=C1)C1=NC(=NC(=C1)C)N1CCC(CC1)F